FC(C(=O)O)(F)F.FC(C(=O)O)(F)F.CC1=C(C(=O)N[C@H](C)C2=CC=CC3=CC=CC=C23)C=C(C=C1)NCCN(C[C@@H]1NCCC1)C 2-methyl-5-((2-(methyl(((R)-pyrrolidin-2-yl)methyl)amino)ethyl)amino)-N-((R)-1-(naphthalen-1-yl)ethyl)benzamide bis(2,2,2-trifluoroacetate)